C1(CC1)C(CP(O)(=O)C)C1=CC(=CC=C1)OCC1=CC(=C(C=C1)C1=CC(=NC=C1F)OC)CN(C(C)C)C(C)C (2-cyclopropyl-2-(3-((3-((diisopropylamino)methyl)-4-(5-fluoro-2-methoxypyridin-4-yl)benzyl)oxy)phenyl)ethyl)(methyl)phosphinic acid